5-(4-fluorophenyl-2,3,5,6-d4)-5-oxopentanoic acid FC1=C(C(=C(C(=C1[2H])[2H])C(CCCC(=O)O)=O)[2H])[2H]